CC=1N=C2N(C=C(N=C2C)NC(=O)C=2C=CC(=C3C=CN=NC23)N2C[C@H](N[C@H](C2)C)C)C1 N-{2,8-dimethylimidazo[1,2-a]pyrazin-6-yl}-5-[(3R,5S)-3,5-dimethylpiperazin-1-yl]cinnoline-8-carboxamide